COC1=CC=C(C=C1)COC1=C(C=C(C=C1)C)B1OC(C(O1)(C)C)(C)C 2-[2-[(4-methoxyphenyl)methoxy]-5-methyl-phenyl]-4,4,5,5-tetramethyl-1,3,2-dioxaborolane